C1=NC=C(C2=CC=CC=C12)N1C(N(C[C@H]1C#N)C=1C=NC(=CC1)C(F)(F)F)=O (S)-3-(isoquinolin-4-yl)-2-oxo-1-(6-(trifluoromethyl)pyridin-3-yl)imidazolidine-4-carbonitrile